C12C(CC(C=C1)C2)C(=O)O 5-NORBORNENE-2-CARBOXYLIC ACID